2-(4-methylbenzo[d]thiazol-2-yl)-3a,4,7,7a-tetrahydro-1H-4,7-methanoisoindole-1,3(2H)-dione CC1=CC=CC2=C1N=C(S2)N2C(C1C3C=CC(C1C2=O)C3)=O